C1(=CC(=C(C=C1)C(=O)O)C(=O)O)C1=CC(=C(C=C1)C(=O)O)C(=O)O biphenyl-3,3',4,4'-tetracarboxylic acid